C(C)(C)(C)OC1=CC=C(C=C)C=C1 p-(t-butoxy)styrene